CC1=NC2=C(N1)C=C(C1=C2OCCO1)C(=O)O methyl-7,8-dihydro-3H-[1,4]dioxino[2',3':3,4]benzo[1,2-d]imidazole-5-carboxylic acid